ethylene glycol bis(3-mercapto-3-methylbutyrate) SC(CC(=O)OCCOC(CC(C)(C)S)=O)(C)C